3-((3-(5-chloro-2-(2,6-dimethylpiperidin-4-yloxy)-3-methylphenyl)-2-methyl-2H-thieno[3,2-c]pyrazol-5-yl)methyl)-6,6-dimethyl-3-azabicyclo[3.1.0]hexane-2,4-dione ClC=1C=C(C(=C(C1)C1=C2C(=NN1C)C=C(S2)CN2C(C1C(C1C2=O)(C)C)=O)OC2CC(NC(C2)C)C)C